(R)-N-(15-aminopentadecyl)-N-((2'-ethoxy-5-(4-(6-ethoxy-2-(trifluoromethyl)nicotinoyl)-2-ethylpiperazin-1-yl)-[2,3'-bipyridin]-6-yl)methyl)-2-nitrobenzenesulfonamide NCCCCCCCCCCCCCCCN(S(=O)(=O)C1=C(C=CC=C1)[N+](=O)[O-])CC1=C(C=CC(=N1)C=1C(=NC=CC1)OCC)N1[C@@H](CN(CC1)C(C1=C(N=C(C=C1)OCC)C(F)(F)F)=O)CC